FC1=C(C(=CC=C1)OC)C1=C(C(=O)OC)C=CC(=N1)NC1=NC=C(C(=C1)N1C[C@H](CCC1)O)C#CC1CCOCC1 Methyl 2-(2-fluoro-6-methoxyphenyl)-6-((4-((S)-3-hydroxypiperidin-1-yl)-5-((tetrahydro-2H-pyran-4-yl)ethynyl)pyridin-2-yl)amino)nicotinate